C1(CCCCC1)OC(=O)C=1C=NC2=C(C=CC(=C2C1)[N+](=O)[O-])O 8-hydroxy-5-nitroquinoline-3-carboxylic acid cyclohexyl ester